dimethyl bromopyridine-2,6-dicarboxylate BrC=1C(=NC(=CC1)C(=O)OC)C(=O)OC